Cl.NC1CCC(CC1)(O)C(C(F)(F)F)(F)F 4-amino-1-(perfluoroethyl)cyclohexan-1-ol hydrochloride